ClC1=C(C(=CC(=C1)F)F)C=1N=C(SC1C(=O)N)NC1=NC(=NC(=C1)N1CCN(CC1)CCO)C (2-chloro-4,6-difluorophenyl)-2-((6-(4-(2-hydroxyethyl)piperazin-1-yl)-2-methylpyrimidin-4-yl)amino)thiazole-5-carboxamide